(S)-N-(benzofuran-6-ylmethyl)-N-(4,4-difluorocyclohexyl)-1-((R)-4-methoxyphenylsulfonimidoyl)pyrrolidine-2-carboxamide O1C=CC2=C1C=C(C=C2)CN(C(=O)[C@H]2N(CCC2)[S@](=O)(=N)C2=CC=C(C=C2)OC)C2CCC(CC2)(F)F